tert-butyl 4-(5-(2-((2-chloro-4-(trifluoromethyl)phenyl)amino)-2-oxoethyl)-6-ethyl-2-(2-methoxypyridin-4-yl)-8-oxo-5,8-dihydropyrido[2,3-b]pyrazin-7-yl)piperazine-1-carboxylate ClC1=C(C=CC(=C1)C(F)(F)F)NC(CN1C(=C(C(C=2C1=NC=C(N2)C2=CC(=NC=C2)OC)=O)N2CCN(CC2)C(=O)OC(C)(C)C)CC)=O